C1(CCCC1)N1N=C(C=C1C1=C(C=CC=C1)C(F)(F)F)C(=O)N[C@H](CC1=NN=CN1)CCN1CC(CCC1)(F)F 1-cyclopentyl-N-[(2S)-4-(3,3-difluoropiperidin-1-yl)-1-(4H-1,2,4-triazol-3-yl)butan-2-yl]-5-[2-(trifluoromethyl)phenyl]-1H-pyrazole-3-carboxamide